N1N=NC(=C1)CNC(=O)[C@H]1N2C3=C(C=CC=C3C1)CC[C@@H](C2=O)NC([C@H]([C@H](CC)C)NC(CF)=O)=O (2S,5S)-5-[(2S,3S)-2-(2-Fluoro-acetylamino)-3-methyl-pentanoylamino]-4-oxo-1,2,4,5,6,7-hexahydro-azepino[3,2,1-hi]indole-2-carboxylic acid (1H-[1,2,3]triazol-4-ylmethyl)-amide